4-(1-{4-[(S)-1-(1-ethyl-2-oxo-1,2-dihydro-[1,6]naphthyridin-7-ylamino)-ethyl]-phenyl}-propyl)-piperazine-1-carboxylic acid tert-butyl ester C(C)(C)(C)OC(=O)N1CCN(CC1)C(CC)C1=CC=C(C=C1)[C@H](C)NC1=NC=C2C=CC(N(C2=C1)CC)=O